5-{4-[(7-cyclopropyl-6-oxo-5H-1,5-naphthyridin-3-yl)methyl]piperazin-1-yl}-N-methylpyridine-2-carboxamide C1(CC1)C=1C(NC=2C=C(C=NC2C1)CN1CCN(CC1)C=1C=CC(=NC1)C(=O)NC)=O